ClC=1C=C(C=CC1F)NC(N(C1C=2C3=C(C(NC2CCC1)=O)CCOC3)C)=O 3-(3-Chloro-4-fluorophenyl)-1-methyl-1-(5-oxo-3,4,5,6,7,8,9,10-octahydro-1H-pyrano[4,3-c]quinolin-10-yl)urea